5-phenyl-3,3'-nonamethylenebis(1H-1,2,4-triazole) C1(=CC=CC=C1)C(CCCCC1=NNC=N1)CCCCC1=NNC=N1